C1(CC1)CS(=O)(=O)C1=CC=C(C=C1)C(C(=O)O)COC 2-(4-((cyclopropylmethyl)sulfonyl)phenyl)-3-methoxypropionic acid